1-(4-(4-(5-(2-chloro-6-(trifluoromethyl)phenyl)-4,5-dihydroisoxazol-3-yl)thiazol-2-yl)piperidin-1-yl)-2-((3-(trifluoromethyl)pyrazin-2-yl)oxy)ethan-1-one ClC1=C(C(=CC=C1)C(F)(F)F)C1CC(=NO1)C=1N=C(SC1)C1CCN(CC1)C(COC1=NC=CN=C1C(F)(F)F)=O